N-(2-allyl-benzyl)-aniline C(C=C)C1=C(CNC2=CC=CC=C2)C=CC=C1